OC(CC)(O)O trishydroxydimethyl-methane